{5-[(2-chloro-5-fluorophenyl)carbonyl]-4-cyano-1-(1,1,1-trifluoroprop-2-yl)indazol-6-yl}-3-fluoro-5-(trifluoromethyl)benzamide ClC1=C(C=C(C=C1)F)C(=O)C=1C(=C2C=NN(C2=CC1C1=C(C(=O)N)C=C(C=C1F)C(F)(F)F)C(C(F)(F)F)C)C#N